(S)-3-(5-(2,6-dichloro-4-fluorophenyl)quinolin-8-yl)-2-(2,6-difluoro-4-(methylsulfonylamino)benzoylamino)propionic acid ClC1=C(C(=CC(=C1)F)Cl)C1=C2C=CC=NC2=C(C=C1)C[C@@H](C(=O)O)NC(C1=C(C=C(C=C1F)NS(=O)(=O)C)F)=O